Propan-1-ol dihydrochloride Cl.Cl.C(CC)O